N1(C=NC2=C1C=CC=C2)C=2N=C(C1=C(N2)C(=CS1)NC1=CC=NC=C1)N1[C@@H](COCC1)C (R)-2-(1H-benzo[d]imidazol-1-yl)-4-(3-methylmorpholino)-N-(pyridin-4-yl)thieno[3,2-d]pyrimidin-7-amine